CC(CCCC(C)=O)CCCC(CCCC(C)C)C 6,10,14-Trimethyl-pentadecanone